FC=1C=C(C(=NC1)OC)C1(N(CCC1)C1=C(C(=NC=C1)N)N)[2H] (2-(5-fluoro-2-methoxypyridin-3-yl)pyrrolidin-1-yl-2-d)pyridine-2,3-diamine